tert-butyl N-tert-butoxycarbonyl-N-[(2-cyanopyrimidin-5-yl)methyl]carbamate C(C)(C)(C)OC(=O)N(C(OC(C)(C)C)=O)CC=1C=NC(=NC1)C#N